N-CBzhydroxylamine C(=O)(OCC1=CC=CC=C1)NO